(1R,4R)-4-(3-Chloroanilino)-6'-{(2R)-3-[(4-methoxyphenyl)methoxy]-2-methylpropyl}-2',3',6',7'-tetrahydrospiro[cyclohexane-1,5'-indeno[5,6-b]furan]-4-carboxylic acid methyl ester COC(=O)C1(CCC2(C(CC3=CC=4OCCC4C=C23)C[C@H](COCC2=CC=C(C=C2)OC)C)CC1)NC1=CC(=CC=C1)Cl